S(=O)(=O)(O)C1=C(C(=O)OC)C=CC(=C1)C(=O)OC.[K] potassium dimethyl 2-sulfoterephthalate